CC1([C@@H](COC1)N1C(=NC2=C1C=C(C=C2)C(=O)O)CC2=CC(=C(C=C2F)C2=CC(=CC=C2)OCC=2SC(=NN2)OCC)C)C (S)-1-(4,4-dimethyltetrahydrofuran-3-yl)-2-((3'-((5-ethoxy-1,3,4-thiadiazol-2-yl)methoxy)-5-fluoro-2-methyl-[1,1'-biphenyl]-4-yl)methyl)-1H-benzo[d]imidazole-6-carboxylic acid